C1(CC2C(CC1)O2)CCC[Si](OC)(OC)OC γ-(3,4-epoxycyclohexyl)propyltrimethoxysilane